ClC1=C(C=CC=C1Cl)N1C(=NC(=CC1=O)N1CCC(CC1)=O)C 3-(2,3-dichlorophenyl)-2-methyl-6-(4-oxopiperidin-1-yl)-3,4-dihydropyrimidin-4-one